4-(4-bromo-3-fluoro-2-methylphenoxy)tetrahydro-2H-thiopyran BrC1=C(C(=C(OC2CCSCC2)C=C1)C)F